benzyl (3S,4R,7R)-3-(((benzyloxy) carbonyl) amino)-7-(((tert-butyldimethylsilyl) oxy) methyl)-4-methyl-2,3,4,7-tetrahydro-1H-azepine-1-carboxylate C(C1=CC=CC=C1)OC(=O)N[C@@H]1CN([C@H](C=C[C@H]1C)CO[Si](C)(C)C(C)(C)C)C(=O)OCC1=CC=CC=C1